C12CN(C(CC1)C2)C(=O)C2=CC(=C(C=C2)C2=NC=1C=CNC(C1C(=C2)NC2=NC=C(C=C2)N2CCC(CC2)O)=O)F 2-[4-(3-azabicyclo[2.2.1]heptane-3-carbonyl)2-fluoro-phenyl]-4-[[5-(4-hydroxy-1-piperidyl)-2-pyridyl]amino]-6H-1,6-naphthyridin-5-one